CC=1C=CC2=C(C(C3=NC4=CC(=CC=C4N=C3C2=O)N2CCN(CC2)S(=O)(=O)C)=O)N1 2-methyl-9-(4-(methylsulfonyl)piperazin-1-yl)pyrido[2,3-b]phenazine-5,12-dione